Fmoclysine-hydrazide C(=O)(OCC1C2=CC=CC=C2C2=CC=CC=C12)N[C@@H](CCCCN)C(=O)NN